FC=1C=C(C=C(C1)OC)C=1C(=NC(=NC1)NC=1C=NN(C1)C)NC1=CC(=CC=C1[2H])[N+](=O)[O-] 5-(3-fluoro-5-methoxyphenyl)-N2-(1-methyl-1H-pyrazol-4-yl)-N4-(3-nitrophenyl-6-d)pyrimidine-2,4-diamine